N,N'-carbonylbis(beta-alanine) C(=O)(NCCC(=O)O)NCCC(=O)O